CO[Si](CCC(C(C(C(C(C(F)(F)F)(F)F)(F)F)(F)F)(F)F)(F)F)(OC)OC trimethoxy(3,3,4,4,5,5,6,6,7,7,8,8,8-tridecafluorooctyl)silane